4-[[5-[4-(difluoromethyl)-2-fluoro-phenoxy]-4-methyl-3-pyridyl]methyl]-3-fluoro-pyridin-2-amine FC(C1=CC(=C(OC=2C(=C(C=NC2)CC2=C(C(=NC=C2)N)F)C)C=C1)F)F